CN1C2=C(C=3C=CC(=CC13)C=1C=CC(=NC1)OC1CC(C1)OC=1C=CC(=NC1)C#CCNCCCC=1C=C3CN(C(C3=CC1)=O)C1C(NC(CC1)=O)=O)C=NC=C2 3-(5-(3-((3-(5-((1r,3r)-3-((5-(5-methyl-5H-pyrido[4,3-b]indol-7-yl)pyridin-2-yl)oxy)cyclobutoxy)pyridin-2-yl)prop-2-yn-1-yl)amino)propyl)1-oxoisoindolin-2-yl)piperidine-2,6-dione